N-methyl-2-(piperidin-4-yl)acetamide CNC(CC1CCNCC1)=O